[N+](=O)(OC)[O-] methyl nitrate